(S)-2-((5-cyanopyrimidin-2-yl)amino)-4-((2-(dimethylamino)-2-oxoethyl)(4-(5,6,7,8-tetrahydro-1,8-naphthyridin-2-yl)butyl)amino)butanoic acid C(#N)C=1C=NC(=NC1)N[C@H](C(=O)O)CCN(CCCCC1=NC=2NCCCC2C=C1)CC(=O)N(C)C